ClCC(=O)NC1=CC=C(C(=O)NCCC2=C3C=CNC3=CC=C2)C=C1 4-(2-chloroacetamido)-N-[2-(1H-indol-4-yl)ethyl]Benzamide